(S)-6-(4-chlorophenyl)-2-((1-methoxypropane-2-yl)oxy)-8-(1-methyl-1H-pyrazol-4-yl)-[1,2,4]triazolo[1,5-a]pyrazine ClC1=CC=C(C=C1)C=1N=C(C=2N(C1)N=C(N2)O[C@H](COC)C)C=2C=NN(C2)C